acetamido-pyridoxal C(C)(=O)NCC1=NC=C(C(=C1O)C=O)CO